C(#CC)S(=O)(O)O.S(=O)(OC#CC)O propynyl sulfite (propynyl sulfite)